C(C)[S@](=O)(=N)C=1C=C(C=NC1C1=NC=2C(=NC=C(C2)C(F)(F)F)N1C)OC(C#N)(C)C |r| racemic-2-[[5-(ethylsulfonimidoyl)-6-[3-methyl-6-(trifluoromethyl)imidazo[4,5-b]pyridin-2-yl]-3-pyridyl]oxy]-2-methyl-propanenitrile